C1(CCCC1)OC(=O)C1=C(N=C(S1)NC(CCNC(C1=CC(=CC=C1)C1=NOC(=N1)C)=O)=O)C Cyclopentyl-4-methyl-2-(3-(3-(5-methyl-1,2,4-oxadiazol-3-yl)benzamido)propanamido)thiazole-5-carboxylate